N-methyl-5-oxomorpholine-2-carboxamide CNC(=O)C1CNC(CO1)=O